C(CCCCCCCCCCC)(=O)OOC(CCCCCCCCCCC)=O dilauroyl peroxide